3,4-dihydrospiro[benzo[b][1,4]oxazine-2,3'-pyrrolidine]-5'-carboxamide N1CC2(CC1C(=O)N)CNC1=C(O2)C=CC=C1